ClC1=C2CN(C(C2=CC(=C1)CNC1(CCC1)C)=O)C1=CC(=CC=C1)[C@](C1=CC=CC=C1)(C1=NN=CN1C)O (R)-4-chloro-2-(3-(hydroxy(4-methyl-4H-1,2,4-triazol-3-yl)(phenyl)methyl)phenyl)-6-(((1-methylcyclobutyl)amino)methyl)isoindolin-1-one